CCCCCCCCCCCCCC(=O)C(C)C(=O)SCCNC(=O)CCNC(=O)[C@@H](C(C)(C)COP(=O)([O-])OP(=O)([O-])OC[C@@H]1[C@H]([C@H]([C@@H](O1)N2C=NC3=C(N=CN=C32)N)O)OP(=O)([O-])[O-])O The molecule is a 3-oxo-fatty acyl-CoA(4-) arising from deprotonation of the phosphate and diphosphate OH groups of 2-methyl-3-oxopalmitoyl-CoA. It is a 3-oxo-fatty acyl-CoA(4-) and a long-chain fatty acyl-CoA(4-). It is a conjugate base of a 2-methyl-3-oxopalmitoyl-CoA.